C(C)(C)(C)OC(=O)N1C(CC2(C1NC1=CC=C(C=C21)OC(C)=O)O)C(=O)O Trans-1-(tert-Butoxycarbonyl)-2-carboxy-3a-hydroxy-5-acetoxy-1,2,3,3a,8,8a-hexahydropyrrolo[2,3-b]indole